FC(C1=CC=C(C=C1)S(=O)(=O)NC([O-])=O)(F)F N-[4-(trifluoromethyl)benzenesulfonyl]carbamate